NC1=C2N=CN(C2=NC(=N1)Cl)[C@H]1[C@H]([C@@H]([C@@](O1)(C#C[Si](CC)(CC)CC)CO)O)F (2R,3R,4S,5R)-5-(6-amino-2-chloro-purin-9-yl)-4-fluoro-2-(hydroxymethyl)-2-(2-triethylsilylethynyl)tetrahydrofuran-3-ol